ClCC1CNC=2C=C(C3=C(C12)C=CC=C3)O chloromethyl-5-hydroxy-1,2-dihydro-3H-benz[e]indole